C(C1=CC=CC=C1)(=O)C1=C(C=CC=C1)N(C(COC1=CC=CC=C1)=O)CC1=CC=CC=C1 N-(2-benzoylphenyl)-N-benzyl-2-phenoxyacetamide